Benzyldimethylstearylammonium C(C1=CC=CC=C1)[N+](CCCCCCCCCCCCCCCCCC)(C)C